3-(4-((3-aminopropyl)(propyl)amino)-1-oxoisoindolin-2-yl)piperidine-2,6-dione NCCCN(C1=C2CN(C(C2=CC=C1)=O)C1C(NC(CC1)=O)=O)CCC